6-((2,6-dimethyl-pyrimidin-4-yl)amino)-N-ethoxy-4-((5-fluoro-3-(5-isopropyl-pyrazin-2-yl)-2-methoxyphenyl)-amino)nicotinamide CC1=NC(=CC(=N1)NC1=NC=C(C(=O)NOCC)C(=C1)NC1=C(C(=CC(=C1)F)C1=NC=C(N=C1)C(C)C)OC)C